1,2-bis(4-hydroxyphenyl)-1,2-diphenylethylene OC1=CC=C(C=C1)C(=C(C1=CC=CC=C1)C1=CC=C(C=C1)O)C1=CC=CC=C1